NC1=NC=C(N=C1Br)Br 2-amino-3,5-dibromopyrazine